(4S,5R,6S)-3-((ethylthio)methyl)-6-((R)-1-hydroxyethyl)-4-methyl-7-oxo-1-azabicyclo[3.2.0]hept-2-ene-2-carboxylic acid C(C)SCC1=C(N2C([C@@H]([C@H]2[C@H]1C)[C@@H](C)O)=O)C(=O)O